2-(3-methyl-5-(trifluoromethyl)-1H-pyrazol-1-yl)-N-(3-(trifluoromethyl)phenyl)thiazole-4-carboxamide CC1=NN(C(=C1)C(F)(F)F)C=1SC=C(N1)C(=O)NC1=CC(=CC=C1)C(F)(F)F